[N+](=O)([O-])C1=C(C=CC=C1)S(=O)(=O)N1C[C@H]2[C@@H](N([C@@H](C1)C2)C(=O)OCC[Si](C)(C)C)C(=O)OC 7-methyl 6-(2-(trimethylsilyl)ethyl) (1S,5R,7R)-3-((2-nitrophenyl)sulfonyl)-3,6-diazabicyclo[3.2.1]octane-6,7-dicarboxylate